ClC1=C(CC2=C(C(=CC3=C2NC(=NS3(=O)=O)NCC3=C(C=CC=C3)C(F)(F)F)F)F)C=CC=C1 5-(2-chlorobenzyl)-6,7-difluoro-3-((2-(trifluoromethyl)benzyl)amino)-4H-benzo[e][1,2,4]thiadiazine 1,1-dioxide